ClC1=NC=CC(=C1)NC([C@H](C1=CC=C(C=C1)C=1N=NN(N1)C)[C@@H]1CC(CC1)(F)F)=O (S)-N-(2-Chloropyridin-4-yl)-2-((S)-3,3-difluorocyclopentyl)-2-(4-(2-methyl-2H-tetrazol-5-yl)phenyl)acetamide